FC(OC1=CC=C(C=C1)C1=C(C(N(N=C1)C1=CC(=CC=C1)F)=O)C(=O)O)(F)F [4-(trifluoromethoxy)phenyl]-2-(3-fluorophenyl)-3-oxo-2,3-dihydropyridazine-4-carboxylic acid